COC(C1=NC=C(C=C1)C=1N=CC2=C(C=CC=C2C1)C1=C2C=C(C(N(C2=CC(=N1)Cl)C)=O)C)=O.N(=C=O)C1=C(C=CC=C1)C(=O)C=1C=C(C=CC1)C (2-isocyanatophenyl)(m-tolyl)methanone methyl-5-(8-(7-chloro-1,3-dimethyl-2-oxo-1,2-dihydro-1,6-naphthyridin-5-yl)isoquinolin-3-yl)picolinate